4-methyl-N-(3-(thiazol-2-yl)benzylidene)benzenesulfonamide CC1=CC=C(C=C1)S(=O)(=O)N=CC1=CC(=CC=C1)C=1SC=CN1